C12COCC(N1C=1SC3=C(N1)C=CC(=C3C(=O)NC=3C=NC(=CC3C(NC31CC(C3)(C1)C1CC1)=O)OC)OC)C2 2-(3-Oxa-6-azabicyclo[3.1.1]heptan-6-yl)-N-(4-((3-cyclopropylbicyclo[1.1.1]pentan-1-yl)carbamoyl)-6-methoxypyridin-3-yl)-6-methoxybenzo[d]thiazole-7-carboxamide